C[Si](CCOCN1C(=NC2=C1C=CC=C2)N2N=C(C(=C2)C(=O)OC(C)(C)C)C(F)(F)F)(C)C 1-(2-(Trimethylsilyl)ethoxymethyl)-2-(4-t-butoxycarbonyl-3-trifluoromethyl-1H-pyrazol-1-yl)benzimidazole